NCCOC1=C(C=CC=C1)OCCN 1,2-Bis(2-aminoethoxy)benzene